The molecule is a chromenone having the keto group located at the 2-position. It has a role as a fluorescent dye, a plant metabolite and a human metabolite. C1=CC=C2C(=C1)C=CC(=O)O2